F[Si](CCC1OC(OC1)=O)(F)F 4-(2-trifluorosilylethyl)-1,3-dioxolan-2-one